C(C)(C)(C)OC(=O)N1C[C@@H](CCC1)NC1=CC(=CC=C1)OCC1=CC=CC=C1 (3R)-3-(3-Benzyloxylanilino)piperidine-1-carboxylic acid tert-butyl ester